4-[8-ethylamino-1-[(1-hydroxy-cyclobutyl)-methyl]-2-oxo-8-phenyl-1,3-diazaspiro[4.5]decan-3-yl]-3-methoxy-benzonitrile C(C)NC1(CCC2(CN(C(N2CC2(CCC2)O)=O)C2=C(C=C(C#N)C=C2)OC)CC1)C1=CC=CC=C1